C(C)N1N=CC(=C1)CC=1C=C(N)C=CC1OC1=CC=CC=C1 3-[(1-Ethyl-1H-pyrazol-4-yl)methyl]-4-phenoxyaniline